3-(3-((tert-butyldimethylsilyl)oxy)propoxy)-2',5'-dimethyl-4-nitro-2'H-1,3'-bipyrazole [Si](C)(C)(C(C)(C)C)OCCCOC1=NN(C=C1[N+](=O)[O-])C=1N(N=C(C1)C)C